[Cl-].C(C)O[Si](OCC)(OCC)CCC[N+](C)(CCCCCCCCC)CCCCCCCCC (triethoxysilyl)propyl-di-n-nonylmethyl-ammonium chloride